rac-6-(6-fluoro-1-(4-(trifluoromethyl)benzyl)-1H-indole-7-carboxamido)spiro[3.3]heptane-2-carboxylic acid FC1=CC=C2C=CN(C2=C1C(=O)NC1CC2(CC(C2)C(=O)O)C1)CC1=CC=C(C=C1)C(F)(F)F